C(#N)C1=CN=C2N1C1=CC(=NC=C1C=C2C2=C(C(=CC=C2C)OC)C)NC(=O)C2CC2 N-[1-cyano-4-(3-methoxy-2,6-dimethylphenyl)imidazo[1,2-a]1,6-naphthyridin-8-yl]cyclopropanecarboxamide